(2-fluorophenyl)-6-nitro-2-phenylquinoline FC1=C(C=CC=C1)C=1C(=NC2=CC=C(C=C2C1)[N+](=O)[O-])C1=CC=CC=C1